(1R,2S,5S)-3-(2,2-diphenylacetyl)-8-(2-methyl-3-phenylpropionyl)-3,8-diazabicyclo[3.2.1]octane-2-carboxylic acid C1(=CC=CC=C1)C(C(=O)N1[C@@H]([C@H]2CC[C@@H](C1)N2C(C(CC2=CC=CC=C2)C)=O)C(=O)O)C2=CC=CC=C2